(2-amino-9-((2R,3R,5S)-3-hydroxy-5-(hydroxymethyl)tetrahydrofuran-2-yl)-8-oxo-8,9-dihydro-7H-purin-7-yl)-N-(methylsulfonyl)acetamide NC1=NC=C2N(C(N(C2=N1)[C@@H]1O[C@@H](C[C@H]1O)CO)=O)CC(=O)NS(=O)(=O)C